C1(CCCC1)OC1=NC=CC=C1C=1C=C2C=CC(=CC2=CC1)CCC(=O)O 3-[6-(2-cyclopentyloxy-pyridin-3-yl)-naphthalen-2-yl]-propionic acid